n-methyl-2-[(7-trifluoromethylquinolin-4-yl)amino]benzamide CNC(C1=C(C=CC=C1)NC1=CC=NC2=CC(=CC=C12)C(F)(F)F)=O